FC(C(=O)[O-])(F)F.N1=CC(=CC2=CC=CC=C12)C1=C(C(=C(C=C1)S(=O)(=O)C1C[NH2+]C1)S(N)(=O)=O)C1=NN=NN1 3-((4-(quinolin-3-yl)-2-sulfamoyl-3-(1H-tetrazol-5-yl)phenyl)sulfonyl)azetidin-1-ium 2,2,2-trifluoroacetate